FC1=C2C(NC(=NC2=CC(=C1)OCC1CCOCC1)CS[C@@H]1CC[C@H](CC1)O)=O 5-Fluoro-2-((((trans)-4-hydroxycyclohexyl)thio)methyl)-7-((tetrahydro-2H-pyran-4-yl)methoxy)quinazolin-4(3H)-one